methyl 3-(4-(aminomethyl)tetrahydro-2H-pyran-4-yl)propanoate hydrochloride Cl.NCC1(CCOCC1)CCC(=O)OC